BrC1=CC=C2C(=C(NC2=C1)C(=O)O)F 6-bromo-3-fluoro-1H-indole-2-carboxylic acid